FC=1C(=NC=CC1)C1=NOC(=N1)C(Cl)(Cl)Cl 3-(3-fluoropyridin-2-yl)-5-(trichloromethyl)-1,2,4-oxadiazole